tert-butyl (2S,4R)-2-(((S)-(4-cyclopropyl-3-fluorophenyl)(phenyl)methyl)carbamoyl)-4-fluoropyrrolidine-1-carboxylate C1(CC1)C1=C(C=C(C=C1)[C@H](C1=CC=CC=C1)NC(=O)[C@H]1N(C[C@@H](C1)F)C(=O)OC(C)(C)C)F